4-(8-(cyclopropylsulfonyl)-3,8-diazabicyclo[3.2.1]oct-3-yl)-6-(1-methyl-1H-pyrazol-4-yl)pyrrolo[1,2-b]pyridazine C1(CC1)S(=O)(=O)N1C2CN(CC1CC2)C=2C=1N(N=CC2)C=C(C1)C=1C=NN(C1)C